OCC(C1=NC=CC=C1)NC(=O)C1=CC2=CC=CC(=C2C=C1)OC1=CC=C(C=C1)C(F)(F)F N-[2-hydroxy-1-(2-pyridyl)ethyl]-5-[4-(trifluoromethyl)phenoxy]naphthalene-2-carboxamide